C(C=C)(=O)NC(CS(=O)(=O)[O-])(C)C 2-(acrylamido)-2-methylpropanesulphonate